C1(=CC=CC=C1)CPCC1=CC=CC=C1 bis(phenylmethyl)phosphine